2-methyl-2-(4-methylenetetrahydropyran-2-yl)propan-1-ol CC(CO)(C)C1OCCC(C1)=C